(Z)-2-(3-(Cyclohexyloxy)-6-(2-fluoro-2-(4-(pyridazin-4-yl)pyrimidin-2-yl)vinyl)-2-(trifluoromethyl)phenyl)-9-(cyclopropylmethyl)-2,9-diazaspiro[5.5]undecane C1(CCCCC1)OC=1C(=C(C(=CC1)\C=C(\C1=NC=CC(=N1)C1=CN=NC=C1)/F)N1CC2(CCC1)CCN(CC2)CC2CC2)C(F)(F)F